ClC=1C(=C(C=CC1)NC1=C(NC2=C1C(NCC2)=O)C2=CC=NC1=C2N=C(N=C1)OCCN(C)C)OC 3-[(3-chloro-2-methoxyphenyl)amino]-2-{2-[2-(dimethylamino)ethoxy]pyrido[3,2-d]pyrimidin-8-yl}-1H,5H,6H,7H-pyrrolo[3,2-c]pyridin-4-one